2-acrylamido-N-(5-(3,5-dimethoxyphenethyl)-1H-pyrazol-3-yl)-4-(4-methylpiperazin-1-yl)benzamide C(C=C)(=O)NC1=C(C(=O)NC2=NNC(=C2)CCC2=CC(=CC(=C2)OC)OC)C=CC(=C1)N1CCN(CC1)C